aluminum glycolate C(CO)(=O)[O-].[Al+3].C(CO)(=O)[O-].C(CO)(=O)[O-]